C(CCCCCCCCC)C1=C(C(=C(C=C1)O)[C@@H]1C=C(CC[C@H]1C(=C)C)C)O decyl-2-((1R,6R)-3-methyl-6-(prop-1-en-2-yl)cyclohex-2-enyl)benzene-1,3-diol